2-(4-(2-(4-chloro-1H-1,2,3-triazol-1-yl)-5-fluorophenyl)-2,5-dioxopiperazin-1-yl)-N-(2-methyl-2H-indazol-5-yl)-3-phenylpropanamide ClC=1N=NN(C1)C1=C(C=C(C=C1)F)N1CC(N(CC1=O)C(C(=O)NC1=CC2=CN(N=C2C=C1)C)CC1=CC=CC=C1)=O